3-((1S,3R)-3-((4-(1-(2,2-difluoroethyl)-1H-pyrazol-4-yl)-5-(trifluoromethyl)pyrimidin-2-yl)amino)cyclohexyl)-3H-imidazo[4,5-b]pyridine-6-carbonitrile FC(CN1N=CC(=C1)C1=NC(=NC=C1C(F)(F)F)N[C@H]1C[C@H](CCC1)N1C=NC=2C1=NC=C(C2)C#N)F